(2R,4S)-(4-(4-(difluoromethyl)-1H-pyrazol-1-yl)-1-((5-methoxy-7-methyl-1H-indol-4-yl)methyl)piperidin-2-yl)benzoic acid FC(C=1C=NN(C1)[C@@H]1C[C@@H](N(CC1)CC1=C2C=CNC2=C(C=C1OC)C)C1=C(C(=O)O)C=CC=C1)F